C(C)(C)(C)OC(N[C@H]1C2N(CC1CC2)C(=O)C2=CC1=C(C(=C(O1)C1=CC=3C(=NC=CC3)N1CC1CC1)C)C=C2)=O tert-Butyl-((7R)-2-(2-(1-(cyclopropylmethyl)-1H-pyrrolo[2,3-b]pyridin-2-yl)-3-methylbenzofuran-6-carbonyl)-2-azabicyclo[2.2.1]heptan-7-yl)carbamate